OC1=CC=C(C=CC(=O)O[C@H]2[C@@H]([C@H]([C@@H](O[C@@H]2CO)OC2=CC=C(C=C2)\C=C\C(=O)C2=C(C=C(C=C2O)O)O)O)O)C=C1 4-[4-O-(p-Hydroxycinnamoyl)beta-D-glucopyranosyloxy]-2',4',6'-trihydroxychalcone